3-Methyl-9-pentyl-7-(1-((1,2,3,4-tetrahydroisoquinolin-6-yl)methyl)-1H-pyrazol-4-yl)-6,9-dihydro-5H-pyrrolo[3,2-d][1,2,4]triazolo[4,3-a]pyrimidin-5-one CC1=NN=C2N1C(C1=C(N2CCCCC)C=C(N1)C=1C=NN(C1)CC=1C=C2CCNCC2=CC1)=O